1-[6-(piperidin-4-yl)naphthalen-1-yl]-1,3-diazinon N1CCC(CC1)C=1C=C2C=CC=C(C2=CC1)N1C(N=CC=C1)=O